(S*)-5-(3-Chloro-2-fluoro-6-(1H-tetrazol-1-yl)phenyl)-2-(1-(2-(difluoromethyl)-1'H,2H-[3,4'-bipyrazol]-1'-yl)-2-(4-fluoro-1H-pyrazol-1-yl)ethyl)pyridine 1-oxide ClC=1C(=C(C(=CC1)N1N=NN=C1)C=1C=CC(=[N+](C1)[O-])[C@H](CN1N=CC(=C1)F)N1N=CC(=C1)C=1N(N=CC1)C(F)F)F |o1:19|